FC1(CNCC2=CC=CC(=C12)CC1CCN(CC1)C1=C(C=C(NC2C(NC(CC2)=O)=O)C=C1)F)F 3-[4-[4-[(4,4-difluoro-2,3-dihydro-1H-isoquinolin-5-yl)methyl]-1-piperidyl]-3-fluoro-anilino]piperidine-2,6-dione